ClC1=C(C=C(C=C1)C(F)(F)F)C1=CC(=NN1)C1=CC=C(C(=O)O)C=C1 4-(5-(2-chloro-5-(trifluoromethyl)phenyl)-1H-pyrazol-3-yl)benzoic acid